Tris(4-butylphenyl)phosphine C(CCC)C1=CC=C(C=C1)P(C1=CC=C(C=C1)CCCC)C1=CC=C(C=C1)CCCC